BrC=1C=C2C(=CC1)NO[C@@]21CN(CC1)C([C@@H](N(C)C(=O)C=1NC2=CC(=CC(=C2C1)F)F)CC(C)C)=O (3R,5'S)-5-bromo-1'-(N-(4,6-difluoro-1H-indole-2-carbonyl)-N-methyl-L-leucyl)-2-oxaspiro[indoline-3,3'-pyrrolidine]